FC(F)(F)S(=O)(=O)[O-].[Mg+2].FC(F)(F)S(=O)(=O)[O-] magnesium (trifluoromethyl)sulfonate